4-((2S)-2-(methoxy(methyl)carbamoyl)-5-(4-(trifluoromethyl)phenyl)piperidin-1-yl)benzoic acid CON(C(=O)[C@H]1N(CC(CC1)C1=CC=C(C=C1)C(F)(F)F)C1=CC=C(C(=O)O)C=C1)C